3-guanidinoaminomethyl-5-(4-(3-phenylprop-1-yn-1-yl)phenyl)-1,3,4-oxadiazole-2(3H)-thione N(C(=N)N)NCN1C(OC(=N1)C1=CC=C(C=C1)C#CCC1=CC=CC=C1)=S